(R)-7-((1-acryloyl-3-(3-chloro-2-methylphenyl)pyrrolidin-3-yl)amino)-2-(methyl-d3)isoquinolin-1(2H)-one C(C=C)(=O)N1C[C@@](CC1)(C1=C(C(=CC=C1)Cl)C)NC1=CC=C2C=CN(C(C2=C1)=O)C([2H])([2H])[2H]